BrC1=C(C=CC(=N1)C(=O)N1CC(C(C12CCCC2)O)(F)F)OC(F)F (6-bromo-5-(difluoromethoxy)pyridin-2-yl)(3,3-difluoro-4-hydroxy-1-azaspiro[4.4]nonan-1-yl)methanone